3-hydroxy-1-(2,6,6-trimethylcyclohex-3-en-1-yl)but-2-en OC(=CCC1C(C=CCC1(C)C)C)C